7-((2S,5R)-4-(1-(3-methoxyquinoxalin-6-yl)ethyl)-2,5-dimethylpiperazin-1-yl)-4-methyl-2,4-dihydro-5H-pyrazolo[4,3-b]pyridin-5-one COC=1C=NC2=CC=C(C=C2N1)C(C)N1C[C@@H](N(C[C@H]1C)C=1C=2C(N(C(C1)=O)C)=CNN2)C